5-(6-(Difluoromethyl)-2-(3-methoxycinnolin-7-yl)pyridin-3-yl)-2-neopentyloxazol FC(C1=CC=C(C(=N1)C1=CC=C2C=C(N=NC2=C1)OC)C1=CN=C(O1)CC(C)(C)C)F